3-(9-((4-(aminomethyl)-2,6-dimethylphenyl)carbamoyl)-4,5-dihydrobenzo[b]thieno[2,3-d]oxepin-8-yl)-6-(bicyclo[2.2.1]heptan-1-ylcarbamoyl)picolinic acid NCC1=CC(=C(C(=C1)C)NC(=O)C1=CC2=C(OCCC3=C2SC=C3)C=C1C=1C(=NC(=CC1)C(NC13CCC(CC1)C3)=O)C(=O)O)C